tert-butyl (1R,5S)-3-(7-bromo-2-((2,6-dimethylenetetrahydro-1H-pyrrolizin-7a(5H)-yl)methoxy)-8-fluoroquinazolin-4-yl)-3,8-diazabicyclo[3.2.1]octane-8-carboxylate BrC1=CC=C2C(=NC(=NC2=C1F)OCC12CC(CN2CC(C1)=C)=C)N1C[C@H]2CC[C@@H](C1)N2C(=O)OC(C)(C)C